ClC1=NC=C(C(=C1)C1=NOC[C@H](N1)CC1=C(C=C(C=C1)Cl)Cl)OC1=C(C(=CC=C1)C1CC1)F |r| (5RS)-3-[2-chloro-5-(3-cyclopropyl-2-fluorophenoxy)pyridin-4-yl]-5-(2,4-dichlorobenzyl)-5,6-dihydro-4H-1,2,4-oxadiazine